OCCN1C[C@@H](CC1)NC=1N=NC(=C(N1)C)C1=C(C=C(C=C1)C(F)(F)F)O 2-(3-{[(3R)-1-(2-hydroxyethyl)pyrrolidin-3-yl]amino}-5-methyl-1,2,4-triazin-6-yl)-5-(trifluoromethyl)phenol